FC1=CC=CC2=C1NC(=N2)C2=NC(=CC=C2)N2CCN(CCC2)C2CCN(CC2)C(C)C 7-Fluoro-2-(6-{4-[1-(propan-2-yl)piperidin-4-yl]-1,4-diazepan-1-yl}pyridine-2-yl)-1H-1,3-benzodiazole